NC=1C(=NC(=C(N1)C1=CC=C(C=C1)F)Cl)C(=O)NCC1=C(C=CC=C1)OC(F)F 3-amino-6-chloro-N-(2-(difluoromethoxy)benzyl)-5-(4-fluorophenyl)pyrazine-2-carboxamide